C(C)(C)(C)C1=C(C(=O)O)C=CC=C1 2-Tert-Butylbenzoic acid